C1(CC1)OC1=CC(=CC2=C1N=C(S2)N2[C@@H]1C[C@H]([C@H](C2)C1)OCC=1C(=NOC1C1CC1)C1=C(C=CC=C1Cl)Cl)C(=O)O 4-cyclopropoxy-2-[(1S,4S,5R)-5-{[5-cyclopropyl-3-(2,6-dichlorophenyl)-1,2-oxazol-4-yl]methoxy}-2-azabicyclo[2.2.1]heptan-2-yl]-1,3-benzothiazole-6-carboxylic acid